N-(3-((1-methylpiperidin-4-yl)oxy)-5-(6-(trifluoromethyl)-1H-benzo[d]imidazol-2-yl)phenyl)-5-(pyrazin-3-yl)pyrimidin-2-amine CN1CCC(CC1)OC=1C=C(C=C(C1)C1=NC2=C(N1)C=C(C=C2)C(F)(F)F)NC2=NC=C(C=N2)C=2C=NC=CN2